O=C1NC(CCC1N1C(C2=CC=CC(=C2C1=O)O)=O)=O 2-(2,6-dioxopiperidin-3-yl)-4-hydroxy-isoindoline-1,3-dione